(3aR,5s,6aS)-2-(((R)-1,4-dioxan-2-yl)methyl)-N-(6-(2-methyl-2H-indazol-5-yl)-4-(trifluoromethyl)pyridazin-3-yl)octahydro-cyclopenta[c]pyrrol-5-amine O1[C@@H](COCC1)CN1C[C@@H]2[C@H](C1)CC(C2)NC=2N=NC(=CC2C(F)(F)F)C2=CC1=CN(N=C1C=C2)C